5-Formyl-4-methyl-1-{(2S)-2-[4-(methylsulfonyl)piperazin-1-yl]propyl}-1H-indole-2-carbonitrile C(=O)C=1C(=C2C=C(N(C2=CC1)C[C@H](C)N1CCN(CC1)S(=O)(=O)C)C#N)C